C(CC)C(CCCC)CCCCC 5-propyldecane